N-((1S)-1-(4-((1,1-dimethyl-2,3-dihydro-1H-inden-2-yl)amino)phenyl)-2,2,2-trifluoroethyl)-4-hydroxy-N-methylpiperidine-1-carboxamide CC1(C(CC2=CC=CC=C12)NC1=CC=C(C=C1)[C@@H](C(F)(F)F)N(C(=O)N1CCC(CC1)O)C)C